6-bromo-4-[cyclohexyl(methyl)amino]-1-methyl-2-oxo-1,2-dihydro-1,5-naphthyridine-3-carbonitrile BrC=1N=C2C(=C(C(N(C2=CC1)C)=O)C#N)N(C)C1CCCCC1